(S)-1-((5-((4-(3-((2-(1-hydroxyethyl)-1H-imidazol-1-yl)methyl)isoxazole-5-yl)phenyl)ethynyl)pyridin-2-yl)methyl)azetidine-3-carboxylic acid methyl ester COC(=O)C1CN(C1)CC1=NC=C(C=C1)C#CC1=CC=C(C=C1)C1=CC(=NO1)CN1C(=NC=C1)[C@H](C)O